FC1(CCC(CC1)[C@@H](C=1N=C2N(N=CC(=C2)[C@H](C(C)C)NC(CCC(F)(F)F)=O)C1)NC(=O)C=1C(=[N+](ON1)[O-])C(C)C)F |o1:16| 4-(((S)-(4,4-difluorocyclohexyl)(7-((S*)-2-methyl-1-(4,4,4-trifluorobutanamido)propyl)imidazo[1,2-b]pyridazin-2-yl)methyl)carbamoyl)-3-isopropyl-1,2,5-oxadiazole 2-oxide